C(C1=CC=CC=C1)SC=1C=C(C=2N(C1)C(=NC2I)C=2SC(=CN2)C(F)F)Cl 2-(6-(benzylthio)-8-chloro-1-iodoimidazo[1,5-a]pyridin-3-yl)-5-(difluoromethyl)thiazole